(S)-1-(4,4-difluoro-2-((3-(4-phenoxyphenyl)-1H-pyrazolo[3,4-d]pyrimidin-1-yl)methyl)pyrrolidin-1-yl)prop-2-en-1-one FC1(C[C@H](N(C1)C(C=C)=O)CN1N=C(C=2C1=NC=NC2)C2=CC=C(C=C2)OC2=CC=CC=C2)F